(6-fluoropyridin-3-yl)-N-(5-methyl-1-(tetrahydro-2H-pyran-2-yl)-1H-pyrazol-3-yl)furo[3,2-d]Pyrimidin-4-amine FC1=CC=C(C=N1)C=1N=C(C2=C(N1)C=CO2)NC2=NN(C(=C2)C)C2OCCCC2